C(C)(C)C1CCC(C=2CCC(=CC12)C)C 1-isopropyl-4,7-dimethyl-1,2,3,4,5,6-hexahydronaphthalene